1-Phenyl-2-((4-(trifluoromethyl)benzyl)thio)-4-(4-(trifluoromethyl)phenyl)-1H-imidazole C1(=CC=CC=C1)N1C(=NC(=C1)C1=CC=C(C=C1)C(F)(F)F)SCC1=CC=C(C=C1)C(F)(F)F